COC1=C(C=CC=C1)CC(C)(C)NC(=O)C=1C=C2C(=NC1)N(C=C2)C N-(1-(2-methoxyphenyl)-2-methylpropan-2-yl)-1-methyl-1H-pyrrolo[2,3-b]pyridine-5-carboxamide